tert-butyl (S)-(1-(3-(4-(benzo[d][1,3]dioxol-5-yl)picolinamido)-5-(4-methyl-1H-imidazol-1-yl)benzyl)piperidin-3-yl)carbamate O1COC2=C1C=CC(=C2)C2=CC(=NC=C2)C(=O)NC=2C=C(CN1C[C@H](CCC1)NC(OC(C)(C)C)=O)C=C(C2)N2C=NC(=C2)C